(S)-2-((tert-butoxycarbonyl)amino)-5-guanidino-pentanoic acid C(C)(C)(C)OC(=O)N[C@H](C(=O)O)CCCNC(=N)N